(R)-3-((5-chloro-1H-indol-2-yl)methyl)-1-methyl-1-(1-(3-methylisoxazole-5-carbonyl)piperidin-3-yl)urea ClC=1C=C2C=C(NC2=CC1)CNC(N([C@H]1CN(CCC1)C(=O)C1=CC(=NO1)C)C)=O